(3,3-difluorocyclopentyl)piperidine-4-carboxamide FC1(CC(CC1)N1CCC(CC1)C(=O)N)F